(2S)-2-amino-5-[[(1R,2S)-2-(4-fluorophenyl)cyclopropyl](prop-2-en-1-yl)amino]-1-(4-methylpiperazin-1-yl)pentan-1-one N[C@H](C(=O)N1CCN(CC1)C)CCCN(CC=C)[C@H]1[C@@H](C1)C1=CC=C(C=C1)F